2-(2-(2-isopropylphenyl)-4-((8-methoxy-2,3-dihydrobenzo[b][1,4]dioxin-5-yl)methyl)piperazin-1-yl)-7-azaspiro[3.5]nonane C(C)(C)C1=C(C=CC=C1)C1N(CCN(C1)CC1=CC=C(C=2OCCOC21)OC)C2CC1(C2)CCNCC1